6-(4-amino-4-methylpiperidin-1-yl)-2-(2,3-dichlorophenyl)imidazo[2,1-b][1,3,4]thiadiazole-5-carbaldehyde NC1(CCN(CC1)C=1N=C2SC(=NN2C1C=O)C1=C(C(=CC=C1)Cl)Cl)C